[N+](=O)(OCC(CC)(CO[N+](=O)[O-])CO[N+](=O)[O-])[O-] 2,2-bis(nitrooxymethyl)butyl nitrate